7'-amino-2'-(2-hydroxy-3-(isoindolin-2-yl)propyl)-2',3'-dihydro-1'H-spiro[cyclopropane-1,4'-isoquinoline]-1'-one NC1=CC=C2C3(CN(C(C2=C1)=O)CC(CN1CC2=CC=CC=C2C1)O)CC3